BrC1=C(C2=C(S1)C=C(S2)C2=CC=C(C=C2)CCCC)C 2-bromo-5-(4-butylphenyl)-3-methylthieno[3,2-b]thiophene